ClC1=C(C=C(C#N)C#N)C=CC=C1 2-chlorobenzylidenemalononitrile